O1C(=CC=C1)C(=O)[O-].C(C)(C)(C)[Cr+2].O1C(=CC=C1)C(=O)[O-] tert-butyl-chromium furancarboxylate